NC1=NC=CC2=CC=C(C=C12)C=1C=C2C(=NN(C2=CC1)CC1CCC1)COC1=C(C=CC=C1)CC(=O)O 2-(2-((5-(1-aminoisoquinolin-7-yl)-1-(cyclobutylmethyl)-1H-indazol-3-yl)methoxy)phenyl)acetic acid